benzyl (S)-4-((S)-2-chloro-7-(6-fluoro-2,2-dimethyl-2,3-dihydro-4H-benzo[b][1,4]oxazin-4-yl)-5,6,7,8-tetrahydroquinazolin-4-yl)-2-(cyanomethyl)piperazine-1-carboxylate ClC1=NC=2C[C@H](CCC2C(=N1)N1C[C@@H](N(CC1)C(=O)OCC1=CC=CC=C1)CC#N)N1C2=C(OC(C1)(C)C)C=CC(=C2)F